O=C1NC(CCC1C1=C(C=C(C=C1F)N1CC(C1)NC(=O)NC1=CC2=C(C(=C1)F)C1(CC1)CO2)F)=O 1-(1-(4-(2,6-dioxopiperidin-3-yl)-3,5-difluorophenyl)azetidin-3-yl)-3-(4-fluoro-2H-spiro[benzofuran-3,1'-cyclopropan]-6-yl)urea